ClC=1C(=C(C=CC1F)N(C(=O)[C@H]1N(C(NC1)=O)C1=CC(=C2C(=N1)SC=C2)C(F)(F)F)C)F (S)-N-(3-chloro-2,4-difluorophenyl)-N-methyl-2-oxo-3-(4-(Trifluoromethyl)thieno[2,3-b]pyridin-6-yl)imidazolidine-4-carboxamide